3-fluoro-4-((4-fluoropiperidin-1-yl)methyl)pyridin FC=1C=NC=CC1CN1CCC(CC1)F